[Si](C)(C)(C(C)(C)C)OC(C)C1=C(C=C(S1)C(C(C(=O)OC)(C)C)C1=CC(=C(C=C1)C)CO)F methyl 3-(5-{1-[(tert-butyldimethylsilyl) oxy] ethyl}-4-fluorothien-2-yl)-3-[3-(hydroxymethyl)-4-methylphenyl]-2,2-dimethylpropionate